CC1=C(C=NN1)O 5-methyl-pyrazole-4-ol